tertiary butyldimethylsilyl chloride C(C)(C)(C)[Si](C)(C)Cl